lithium (1+) boranuide [BH4-].[Li+]